C(C)(C)(C)OC(=O)N1N=C(C=C1)B(O)O 1-(tert-butoxycarbonyl)pyrazol-3-ylboronic acid